C(C1=CC=CC=C1)OC1=NC(=CC=C1C1=NN(C2=CC(=CC=C12)[C@@H]1CC[C@H](CC1)CC(=O)O)C)OCC1=CC=CC=C1 2-((trans)-4-(3-(2,6-bis(benzyloxy)pyridin-3-yl)-1-methyl-1H-indazol-6-yl)cyclohexyl)acetic acid